O1CC=CC=C1 2H-pyrane